C(C)(C)NC=1C=C(C=C(C1)C1(CCC1)CC1=NN=CN1C)N1C(C2=CC(=CC(=C2C1)C(F)(F)F)CNC1(CCC1)C)=O 2-(3-(isopropylamino)-5-(1-((4-methyl-4H-1,2,4-triazol-3-yl)methyl)cyclobutyl)phenyl)-6-(((1-methylcyclobutyl)amino)methyl)-4-(trifluoromethyl)isoindolin-1-one